(S)-N-(1-((4-(imidazo[1,2-a]pyridin-3-yl)phenyl)amino)-1-oxo-3,3-diphenylpropan-2-yl)-1-methyl-1H-pyrazole-5-carboxamide N=1C=C(N2C1C=CC=C2)C2=CC=C(C=C2)NC([C@H](C(C2=CC=CC=C2)C2=CC=CC=C2)NC(=O)C2=CC=NN2C)=O